O=CCCCCCCCC(CCC)=O oxododecane-9-one